8-chloro-7-(3-((1-methyl-1H-pyrazol-3-yl)ethynyl)pyridin-4-yl)-3,4-dihydropyrrolo[1,2-a]pyrazin-1(2H)-one ClC=1C(=CN2C1C(NCC2)=O)C2=C(C=NC=C2)C#CC2=NN(C=C2)C